C\C=C/CCC cis-2-hexen